OCC1CCC(CC1)OC[C@@H](C)NC(OC(C)(C)C)=O Tert-butyl N-[(1R)-2-[4-(hydroxymethyl)cyclohexoxy]-1-methyl-ethyl]carbamate